NCCC1CN(C(O1)=O)C1=CC2=C(OCC(N2)=O)N=C1 7-[5-(2-aminoethyl)-2-oxo-1,3-oxazolidin-3-yl]-1H-pyrido[2,3-b][1,4]oxazin-2-one